2-Bromo-7-(2H-1,2,3-triazol-2-yl)-5H-isochromeno[3,4-d]thiazole BrC=1SC2=C(N1)OCC=1C=C(C=CC12)N1N=CC=N1